COC=1C=C2C(=C(NC2=CC1)C)CC(=O)OC 1-methyl 2-(5-methoxy-2-methyl-1H-indol-3-yl)acetate